8-(6-cyclopropyl-2,6-diazaspiro[3.3]heptan-2-yl)-6-(difluoromethyl)-N-(1-(methylsulfonyl)piperidin-4-yl)quinazolin-2-amine C1(CC1)N1CC2(CN(C2)C=2C=C(C=C3C=NC(=NC23)NC2CCN(CC2)S(=O)(=O)C)C(F)F)C1